(5-(3-(Dimethylamino)propoxy)isoindolin-2-yl)(2-hydroxy-5-(isoindoline-2-carbonyl)phenyl)methanone CN(CCCOC=1C=C2CN(CC2=CC1)C(=O)C1=C(C=CC(=C1)C(=O)N1CC2=CC=CC=C2C1)O)C